tert-butyl 3-[1-(5-bromopyridin-2-yl) pyrrolidin-3-yl]propanoate BrC=1C=CC(=NC1)N1CC(CC1)CCC(=O)OC(C)(C)C